7H-pyrrolo[3,2-f]quinazoline-1,3-diamine C=1(N=C(N=C2C=CC3=C(C12)C=CN3)N)N